methyl (R)-2-(N-methyl-3-(2-((4-(trifluoromethyl) benzyl)carbamoyl)pyrrolidine-1-carbonyl)phenylsulfonamido)acetate CN(S(=O)(=O)C1=CC(=CC=C1)C(=O)N1[C@H](CCC1)C(NCC1=CC=C(C=C1)C(F)(F)F)=O)CC(=O)OC